2-{4-[5-chloro-2-(4-chloro-1H-1,2,3-triazol-1-yl)phenyl]-5-methoxy-2-oxopyridin-1(2H)-yl}-N-(2-methyl-2H-indazol-5-yl)butanamide ClC=1C=CC(=C(C1)C1=CC(N(C=C1OC)C(C(=O)NC1=CC2=CN(N=C2C=C1)C)CC)=O)N1N=NC(=C1)Cl